N[C@@H]([C@@H](C(=O)N[C@H](C(=O)NCCCCCCCCCC1=CC(=CC=C1)C=1C(=NN2C1N=C(C=C2N2CCN(CC2)CCO)C2=CC=CC=C2)C)CC(C)C)O)CC2=CC=CC=C2 (S)-2-((2S,3R)-3-Amino-2-hydroxy-4-phenylbutanamido)-N-(9-(3-(7-(4-(2-hydroxyethyl)piperazin-1-yl)-2-methyl-5-phenylpyrazolo[1,5-a]pyrimidin-3-yl)phenyl)nonyl)-4-methylpentanamide